BrC=1C(=NC=CC1C)C 3-bromo-2,4-lutidine